5-hydrazino-1,2-dihydrophthalazin-1-one N(N)C1=C2C=NNC(C2=CC=C1)=O